FC(CCCC(=O)N)(F)F (3,3,3-trifluoropropyl)acetamide